5-Bromo-1-methyl-3-(5-(1-(oxetan-3-yl)-1,2,3,6-tetrahydropyridin-4-yl)pyridin-2-ylamino)pyridin-2(1H)-one BrC=1C=C(C(N(C1)C)=O)NC1=NC=C(C=C1)C=1CCN(CC1)C1COC1